FC(C(=O)O)(F)F.NC1CC2(C1)CCN(CC2)C2=C(C=C(C=C2)NC2=NC=C(C(=N2)NC2=C(C=CC=C2)P(C)(C)=O)Cl)F (2-((2-((4-(2-amino-7-azaspiro[3.5]nonan-7-yl)-3-fluorophenyl)amino)-5-chloropyrimidin-4-yl)amino)phenyl)dimethylphosphine oxide trifluoroacetate